N-allyl-4-phenylbut-3-en-2-amine C(C=C)NC(C)C=CC1=CC=CC=C1